CN1N=C(C=2C(C(C3=C(C12)C=CC=C3)=O)=O)C 1,3-dimethyl-1H-benzo[g]indazole-4,5-dione